2-bromo-N-[(dimethylamino)methylidene]-5-nitrobenzenesulfonamide BrC1=C(C=C(C=C1)[N+](=O)[O-])S(=O)(=O)N=CN(C)C